(4-(3-methoxyoxetan-3-yl)phenyl)(4-(2-(4-(trifluoromethyl)phenoxy)ethyl)piperidin-1-yl)methanone COC1(COC1)C1=CC=C(C=C1)C(=O)N1CCC(CC1)CCOC1=CC=C(C=C1)C(F)(F)F